S-(7-oxo-7-((4-(p-tolyl)thiazol-2-yl)amino)heptyl) 3-phenylpropane-thioate C1(=CC=CC=C1)CCC(SCCCCCCC(NC=1SC=C(N1)C1=CC=C(C=C1)C)=O)=O